2-(6',7'-dihydrospiro[piperidine-3,5'-pyrrolo[2,3-c]pyridazin]-3'-yl)phenol N1=NC(=CC2=C1NCC21CNCCC1)C1=C(C=CC=C1)O